1-(4-phenylthiophenyl)-butane-1,2-dione-2-oxime C1(=CC=CC=C1)SC1=CC=C(C=C1)C(C(CC)=NO)=O